C(C)N1C(C=2[C@H]([C@H](CCC2C=C1)NS(=O)(=O)C)CC=1C=C(C=CC1)C1=C(C(=CC=C1)C)F)=O |r| rac-N-{(7S,8R)-2-ethyl-8-[(2'-fluoro-3'-methyl[1,1'-biphenyl]-3-yl)methyl]-1-oxo-1,2,5,6,7,8-hexahydroisoquinolin-7-yl}methanesulfonamide